(3S,4R)-4-(2-(2-chlorophenyl)-5,7-dihydroxy-4-oxo-4H-chromen-8-yl)-1-methylpiperidin-3-yl 3-methoxypropanoate COCCC(=O)O[C@@H]1CN(CC[C@@H]1C=1C(=CC(=C2C(C=C(OC12)C1=C(C=CC=C1)Cl)=O)O)O)C